CN1C(C2=CC=C(C=C2C1)NC=1N=C(C2=C(N1)C=CS2)N2N=CCC2C2=CC=CC=C2)=O 2-methyl-5-((4-(5-phenyl-4,5-dihydro-1H-pyrazol-1-yl)thieno[3,2-d]pyrimidin-2-yl)amino)isoindolin-1-one